C(C)(C)(C)C1=NOC(=N1)C(=O)N[C@H](C)C1=C(C(=C(C=C1)C1=CC(=NC=C1)NC(=O)C1CC1)F)C (R)-3-(tert-butyl)-N-(1-(4-(2-(cyclopropanecarboxamido)pyridin-4-yl)-3-fluoro-2-methylphenyl)ethyl)-1,2,4-oxadiazole-5-carboxamide